C(C)(CC)C=1C(=C(C=C(C1)C(C)(C)C)N1N=C2C(=N1)C=CC=C2)O 2-(3s-butyl-2'-hydroxy-5'-t-butyl-phenyl)benzotriazole